(R)-5-(1-naphthyl)-4,4-dimethyl-1,3-dioxolan-2-one C1(=CC=CC2=CC=CC=C12)[C@@H]1C(OC(O1)=O)(C)C